(4-(6-((2-aminobenzyl)oxy)pyridin-2-yl)-2-fluorobenzyl)-1-(2-methoxyethyl)-1H-benzo[d]imidazole-6-carboxylic acid NC1=C(COC2=CC=CC(=N2)C2=CC(=C(CC3=NC4=C(N3CCOC)C=C(C=C4)C(=O)O)C=C2)F)C=CC=C1